6-(1-(3-Chloropyridin-2-yl)-3-methoxy-1H-pyrazol-5-carboxamido)-N-(2-cyanoethyl)-5-methylpyrazolo[1,5-a]pyridin-7-carboxamid ClC=1C(=NC=CC1)N1N=C(C=C1C(=O)NC=1C(=CC=2N(C1C(=O)NCCC#N)N=CC2)C)OC